3-chloro-5-methyl-6-[1-(trifluoromethyl)cyclopropyl]pyrrolo[2,3-b]pyrazine ClC1=CN=C2C(=N1)N(C(=C2)C2(CC2)C(F)(F)F)C